BrC1=CC=C(C=C1)[C@H]1N([C@H](COC1)C)C(=O)OC(C)(C)C |r| rac-tert-butyl (3R,5S)-3-(4-bromophenyl)-5-methylmorpholine-4-carboxylate